tert-butyl ((5-(3-(dimethylamino)propoxy)-6-methoxybenzo[d]thiazol-2-yl)methyl)carbamate CN(CCCOC=1C(=CC2=C(N=C(S2)CNC(OC(C)(C)C)=O)C1)OC)C